tert-butyl ((5-((trimethylsilyl)ethynyl)pyridin-2-yl)methyl)carbamate C[Si](C)(C)C#CC=1C=CC(=NC1)CNC(OC(C)(C)C)=O